ClC1=CN(C2=NC=CC(=C21)OC2=C(C=C(C=C2F)NC(=O)NCC2COC2)F)COCC[Si](C)(C)C 1-{4-[(3-chloro-1-{[2-(trimethylsilyl)ethoxy]methyl}-1H-pyrrolo[2,3-b]pyridin-4-yl)oxy]-3,5-difluorophenyl}-3-(oxetan-3-ylmethyl)urea